3-Chloro-5-[[2,4-difluoro-5-[5-fluoro-2-(2-hydroxyethyl)phenyl]phenyl]sulfamoyl]-4-methoxy-benzoic acid ClC=1C=C(C(=O)O)C=C(C1OC)S(NC1=C(C=C(C(=C1)C1=C(C=CC(=C1)F)CCO)F)F)(=O)=O